(1S,2R,3S,5R)-3-[2-(2-amino-3-bromo-7-quinolinyl)ethyl]-5-(6-ethyl-4H-imidazo[4,5-b]pyridin-4-yl)-1,2-cyclopentanediol trifluoroacetate FC(C(=O)O)(F)F.NC1=NC2=CC(=CC=C2C=C1Br)CC[C@@H]1[C@H]([C@H]([C@@H](C1)N1C=2C(=CC(=C1)CC)N=CN2)O)O